methyl 2-((2-(3-aminopropyl)-4-fluorophenyl)amino)-5-fluoro-4-(trifluoromethyl)benzoate, trifluoroacetic acid salt FC(C(=O)O)(F)F.NCCCC1=C(C=CC(=C1)F)NC1=C(C(=O)OC)C=C(C(=C1)C(F)(F)F)F